BrC1=C(C2=C(OCC1)C=C(C=C2)OC)C2=CC=C(C=C2)N2CCN(CC2)C(C)C 1-(4-(4-Bromo-8-methoxy-2,3-dihydrobenzo[b]oxepin-5-yl)phenyl)-4-isopropylpiperazine